3-(4-methoxyphenyl)-3-oxopropanoic acid COC1=CC=C(C=C1)C(CC(=O)O)=O